2-oxathiahexadiene SOC=CC=C